nickel (II) toluidine-2-sulfonate NC1C(C=CC=C1)(C)S(=O)(=O)[O-].[Ni+2].NC1C(C=CC=C1)(C)S(=O)(=O)[O-]